[Ru](Cl)Cl.C(=O)(O)C1=CC=C(C=C1)C=1C=CC(=NC1)C1=NC=C(C=C1)C1=CC=C(C=C1)C(=O)O (5,5'-bis(4-carboxy-phenyl)-2,2'-bipyridine) ruthenium (II) chloride